C1(=CC=CC2=CC=CC=C12)C=1C=C(C=CC1)NC=1C=CC2=C(OC3=C2C=CC=C3)C1 N-(3-(naphthalen-1-yl)phenyl)dibenzo[b,d]furan-3-amine